(2R,4S)-4-cyano-2-methyl-pyrrolidine-1-carboxylic acid tert-butyl ester C(C)(C)(C)OC(=O)N1[C@@H](C[C@@H](C1)C#N)C